N'-(6-bromo-3-pyridyl)ethane-1,2-diamine dihydrochloride Cl.Cl.BrC1=CC=C(C=N1)NCCN